4-(3-amino-6-cyclopropyl-1H-pyrazolo[3,4-b]pyridin-1-carbonyl)piperidin-2-one NC1=NN(C2=NC(=CC=C21)C2CC2)C(=O)C2CC(NCC2)=O